8-hydroxy-2-(di-n-propylamino)tetralin OC=1C=CC=C2CCC(CC12)N(CCC)CCC